IC(=C(C1=CC=CC=C1)C1=CC=CC=C1)C1=CC=CC=C1 iodotriphenylethylene